3-isobutoxybenzenesuccinic acid dimethyl ester COC(CC(C(=O)OC)C1=CC(=CC=C1)OCC(C)C)=O